(1R)-6-chloro-N-(2-fluoro-3-{2-[(1-methylpiperidin-4-yl)amino]quinazolin-6-yl}phenyl)-1-hydroxy-2,3-dihydro-1H-indene-4-sulfonamide ClC=1C=C(C=2CC[C@H](C2C1)O)S(=O)(=O)NC1=C(C(=CC=C1)C=1C=C2C=NC(=NC2=CC1)NC1CCN(CC1)C)F